NC1=CC=C(C=C1)C=1OC=C(N1)C(=O)NC1CCCC1 2-(4-Aminophenyl)-N-cyclopentyloxazole-4-carboxamide